ClC1=CC(=NC(=C1C#N)C)C1=CC=C(C=C1)NS(=O)(=O)C1=C(C=CC(=C1)OC)F N-(4-(4-chloro-5-cyano-6-methylpyridin-2-yl)phenyl)-2-fluoro-5-methoxybenzenesulfonamide